3-cyclopropyl-2,2-difluoropropan-1-amine hydrochloride Cl.C1(CC1)CC(CN)(F)F